methyl (E)-3-methoxy-2-[2-[[4-(trifluoromethyl)-2-pyridyl]oxy]phenyl]prop-2-enoate CO/C=C(/C(=O)OC)\C1=C(C=CC=C1)OC1=NC=CC(=C1)C(F)(F)F